9-chloro-2-cyclopentyl-6-((4,6-dimethyl-2-oxo-1,2-dihydropyridin-3-yl)methyl)-2,4-dimethyl-7,8-dihydro-[1,3]dioxolo[4,5-g]isoquinolin-5(6H)-one ClC=1C=2CCN(C(C2C(=C2C1OC(O2)(C)C2CCCC2)C)=O)CC=2C(NC(=CC2C)C)=O